C(=O)(O)[C@H](O)[C@@H](O)C(=O)O.C1(=CC=CC=C1)SCC(CC)N (phenylsulfanyl)butan-2-amine L-tartrate